(E)-3-(3-(4-fluorophenyl)-1-isopropyl-5-methyl-1H-indol-2-yl)acrylaldehyde FC1=CC=C(C=C1)C1=C(N(C2=CC=C(C=C12)C)C(C)C)/C=C/C=O